1-(3-methoxycyclopentyl)pyrrole-3-carboxylic acid COC1CC(CC1)N1C=C(C=C1)C(=O)O